[4-(Trifluoromethoxy)phenyl]hydrazin hydrochlorid Cl.FC(OC1=CC=C(C=C1)NN)(F)F